1-Methyl-2-[2-[2-[2-(1-methyl-pyridin-1-ium-2-yl)ethylsulfanyl]ethylsulfanyl]ethyl]pyridin-1-ium methylsulfat COS(=O)(=O)[O-].C[N+]1=C(C=CC=C1)CCSCCSCCC1=[N+](C=CC=C1)C.COS(=O)(=O)[O-]